O[C@H]1[C@H]([C@@H](CC1)N1C(C(=CC2=C1N=C(N=C2)NC2(C(CN(CC2([2H])[2H])S(=O)(=O)C)([2H])[2H])[2H])C([2H])([2H])[2H])=O)C (-)-8-((1R,2S,3R)-3-hydroxy-2-methylcyclopentyl)-6-(methyl-d3)-2-((1-(methylsulfonyl)piperidin-4-yl-3,3,4,5,5-d5)-amino)pyrido[2,3-d]pyrimidin-7(8H)-one